(R)-N-[(1R)-1-[3-(1,1-difluoro-2-hydroxyethyl)-2-fluoro-phenyl]ethyl]-2-methyl-propane-2-sulfinamide FC(CO)(F)C=1C(=C(C=CC1)[C@@H](C)N[S@](=O)C(C)(C)C)F